4-[[5-(2,4-difluoro-3-hydroxy-phenyl)-1,3,4-thiadiazol-2-yl]methyl]-6-(pyrimidin-2-ylmethyl)-4,6-diazaspiro[2.4]heptane-5,7-dione FC1=C(C=CC(=C1O)F)C1=NN=C(S1)CN1C2(CC2)C(N(C1=O)CC1=NC=CC=N1)=O